7-(4-((1R,5S)-3,8-diazabicyclo[3.2.1]octan-3-yl)-8-fluoro-2-(((2R,7aS)-2-fluorotetrahydro-1H-pyrrolizin-7a(5H)-yl)methoxy)quinazolin-7-yl)-1-isopropyl-1H-indazol-5-amine [C@H]12CN(C[C@H](CC1)N2)C2=NC(=NC1=C(C(=CC=C21)C=2C=C(C=C1C=NN(C21)C(C)C)N)F)OC[C@]21CCCN1C[C@@H](C2)F